5-[3-{(1S)-1-[(2-amino-6-fluoroquinolin-3-yl)oxy]ethyl}-4-(1H-pyrazol-1-yl)phenyl]-1,3,4-oxadiazol-2(3H)-one NC1=NC2=CC=C(C=C2C=C1O[C@@H](C)C=1C=C(C=CC1N1N=CC=C1)C1=NNC(O1)=O)F